Cl.C[C@H](C=C)N (R)-but-3-en-2-amine, hydrochloride